C(C(=O)OCCC(C=CCCC)C)(=O)OCC ethyl (3-methyloct-4-en-1-yl) oxalate